C1=CC=CC=2C3=CC=CC=C3N(C12)C1=NC(=C(C(=C1N1C2=CC=CC=C2C=2C=CC=CC12)C1=C(C=CC=C1)C=1SC2=C(N1)C=CC=C2)N2C1=CC=CC=C1C=1C=CC=CC21)N2C1=CC=CC=C1C=1C=CC=CC21 2-(2-(2,3,5,6-tetra(9H-carbazol-9-yl)pyridin-4-yl)phenyl)benzo[d]thiazole